FC1=CC=C(C(=O)NOC)C=C1F 4,5-difluoro-N-methoxybenzamide